gadolinium oxide, magnesium salt [Mg+2].[O-2].[Gd+3]